ClC1=C(C=C(C=N1)C=O)OC 6-CHLORO-5-METHOXY-PYRIDINE-3-CARBALDEHYDE